4-(2,6-dichlorobenzamido)-N-(1-(4-(2,4-dioxotetrahydropyrimidin-1(2H)-yl)-2-fluorobenzyl)piperidin-4-yl)-1H-pyrazole-3-carboxamide ClC1=C(C(=O)NC=2C(=NNC2)C(=O)NC2CCN(CC2)CC2=C(C=C(C=C2)N2C(NC(CC2)=O)=O)F)C(=CC=C1)Cl